F[P-](F)(F)(F)(F)F.FC1[NH+](CCN1C)C 2-Fluoro-1,3-dimethylimidazolidinium hexafluorophosphate